(R)-2-hydroxy-4-(2,7-diazaspiro[4.4]nonan-2-yl)benzaldehyde OC1=C(C=O)C=CC(=C1)N1C[C@]2(CC1)CNCC2